2-(phenyl)-7,7,10,10-tetramethyl-7,8,9,10-tetrahydro-5H-benzo[b]carbazole C1(=CC=CC=C1)C=1C=C2C=3C=C4C(=CC3NC2=CC1)C(CCC4(C)C)(C)C